BrC=1C=C(C=C(C1O)F)C(C)=O 1-(3-bromo-5-fluoro-4-hydroxyphenyl)ethanone